2-[4-[(2-ethyl-4-oxo-quinazolin-3-yl)methyl]-1-piperidinyl]benzonitrile C(C)C1=NC2=CC=CC=C2C(N1CC1CCN(CC1)C1=C(C#N)C=CC=C1)=O